CN1N=CC(=C1C)C=1C(=CC(N(C1)C)=O)C1=CC=CC=C1 5-(1,5-dimethyl-1H-pyrazol-4-yl)-1-methyl-4-phenylpyridin-2(1H)-one